(S)-2-((R)-2-((2-fluorophenyl)amino)-3-methoxypropionylamino)-4-methyl-N-((S)-3-oxo-1-((S)-2-oxopyrrolidin-3-yl)-4-(trifluoromethoxy)butan-2-yl)pentanamide FC1=C(C=CC=C1)N[C@@H](C(=O)N[C@H](C(=O)N[C@@H](C[C@H]1C(NCC1)=O)C(COC(F)(F)F)=O)CC(C)C)COC